2-methoxy-4-[3',4',5'-tri(octadecyloxy)cyclohexylmethyloxy]benzyl alcohol COC1=C(CO)C=CC(=C1)OCC1CC(C(C(C1)OCCCCCCCCCCCCCCCCCC)OCCCCCCCCCCCCCCCCCC)OCCCCCCCCCCCCCCCCCC